C(C)N(C1=CC=C2C(=CC(OC2=C1)=S)CO)CC 7-diethylamino-4-hydroxymethyl-thiocoumarin